2-[(2-bromoimidazol-1-yl)methoxy]ethyltrimethyl-silane BrC=1N(C=CN1)COCC[Si](C)(C)C